C1(CCCC1)N1C(N(C=2C=NC(=CC21)NC2=C(C=C(C=C2)OCC)C)C)=O 1-cyclopentyl-6-((4-ethoxy-2-methylphenyl)amino)-3-methyl-1,3-dihydro-2H-imidazo[4,5-c]Pyridin-2-one